N1(C=NC2=C1C=CC=C2)C=2C=C(C=NC2)N 5-(1H-benzo[d]imidazol-1-yl)pyridin-3-amine